(+)-N,N'-bis(5-methoxysalicylidene)-1,2-cyclohexanediamine COC1=CC=C(C(C=NC2C(CCCC2)N=CC=2C(O)=CC=C(C2)OC)=C1)O